(1R,4S,5S,6S)-4-aminospiro[bicyclo[3.1.0]hexane-2,1'-cyclopropane] N[C@H]1CC2(CC2)[C@@H]2C[C@H]12